N-(5-((4-chlorobenzyl)oxy)-1,3,4-thiadiazol-2-yl)-2-(4-methyl-3-oxopiperazin-1-yl)nicotinamide ClC1=CC=C(COC2=NN=C(S2)NC(C2=C(N=CC=C2)N2CC(N(CC2)C)=O)=O)C=C1